eicosyl fluoroundecyl-sulfonate FCCCCCCCCCCCS(=O)(=O)OCCCCCCCCCCCCCCCCCCCC